lithium 4-ferrocenyl-2-isopropylindenide [C-]1(C=CC=C1)C1=C2C=C([CH-]C2=CC=C1)C(C)C.[CH-]1C=CC=C1.[Fe+2].[Li+]